tert-butyl ((1R,5S,6s)-6-(2-(4-(4-((2,6-dioxopiperidin-3-yl)amino)phenyl)piperazin-1-yl)ethyl)-3-azabicyclo[3.1.0]hexan-3-yl)carbamate O=C1NC(CCC1NC1=CC=C(C=C1)N1CCN(CC1)CCC1[C@@H]2CN(C[C@H]12)NC(OC(C)(C)C)=O)=O